N=1N(N=C2C1C=CC=C2)C=2C=C(C=C(C2O)C(C)(C)C)CCC(=O)O 3-[3-(2H-benzotriazol-2-yl)-4-hydroxy-5-t-butylphenyl]-propionic acid